COC1CC(C1)CC1=CNC=2N=CN=C(C21)N[C@@H]2CC[C@@H](N(C2)C(C=C)=O)C 1-((2S,5R)-5-((5-(((1s,3R)-3-methoxycyclobutyl)methyl)-7H-pyrrolo[2,3-d]pyrimidin-4-yl)amino)-2-methylpiperidin-1-yl)prop-2-en-1-one